ClC=1C=C(C(=O)N2CC=3C(=NN4C3C(N(CC4)CC4=CC=C(C=C4)OC(F)(F)F)=O)C[C@H]2C)C=CC1Cl (3R)-2-(3,4-Dichlorobenzoyl)-3-methyl-9-{[4-(trifluoromethoxy)phenyl]methyl}-1,2,3,4,8,9-hexahydropyrido[4',3':3,4]pyrazolo[1,5-a]pyrazin-10(7H)-one